(R)-N-(4-(7-(sec-butoxy)-8-fluoro-1,3,4,5-tetrahydro-2H-benzo[c]azepin-2-yl)-2,6-dimethylphenyl)-3,3-dimethylbutanamide [C@@H](C)(CC)OC1=CC2=C(CN(CCC2)C2=CC(=C(C(=C2)C)NC(CC(C)(C)C)=O)C)C=C1F